FC=1C=C(C=C(C1)F)C=1N=C(NC1C=1C=C2C=NNC2=CC1)C 5-(4-(3,5-Difluorophenyl)-2-methyl-1H-imidazol-5-yl)-1H-indazole